N1(CCOCC1)CC1=CC=C(C=C1)C=1C(=NOC1)C(=O)N 4-[4-(4-morpholinylmethyl)phenyl]-3-isoxazolecarboxamide